FC1(CN(C1)C1=NC=C(C=N1)N)F 2-(3,3-difluoroazetidin-1-yl)pyrimidin-5-amine